C1(CC1)C=1C(=NON1)C(=O)N[C@@H]([C@H]1CC(CCC1)(F)F)C1=NC2=C(N1)C=C(C=C2)[C@H](NC(CC2CC(C2)(F)F)=O)C2CC2 4-Cyclopropyl-N-((S)-(6-((R)-cyclopropyl(2-(3,3-difluorocyclobutyl)acetamido)methyl)-1H-benzo[d]imidazol-2-yl)((R)-3,3-difluorocyclohexyl)methyl)-1,2,5-oxadiazole-3-carboxamide